(dibenzofuran-3-yl)boric acid C1=CC(=CC=2OC3=C(C21)C=CC=C3)OB(O)O